1-(4-(6-chloro-7-(2-chlorophenyl)quinazolin-4-yl)piperazin-1-yl)prop-2-en-1-one ClC=1C=C2C(=NC=NC2=CC1C1=C(C=CC=C1)Cl)N1CCN(CC1)C(C=C)=O